OC\C=C/CN1C=NC(=C1)C(=O)NCCO (Z)-1-(4-Hydroxybut-2-en-1-yl)-N-(2-hydroxyethyl)-1H-imidazole-4-carboxamide